(((R)-2-(aminomethyl)-3-methylbutanoyl)oxy)methyl 2-((2-ethoxyphenoxy)methyl)morpholine-4-carboxylate, trifluoroacetic acid salt FC(C(=O)O)(F)F.C(C)OC1=C(OCC2CN(CCO2)C(=O)OCOC([C@H](C(C)C)CN)=O)C=CC=C1